FC(C)(F)C1=NC(=CC(=N1)C1=CNC2=CN=C(C=C21)NC(C)=O)CC N-(3-(2-(1,1-Difluoroethyl)-6-ethylpyrimidin-4-yl)-1H-pyrrolo[2,3-c]pyridin-5-yl)acetamide